C(C)(C)(C)OC(N[C@H](C(=O)N1CC(C1)(C)F)C)=O (S)-(1-(3-fluoro-3-methylazetidin-1-yl)-1-oxopropan-2-yl)carbamic acid tert-butyl ester